CN1N=C2C(C(N(C=3C(=CC=CC23)NC2=CC=NC=C2C(=O)NC([2H])([2H])[2H])C)([2H])[2H])=C1 4-((2,5-dimethyl-4,5-dihydro-2H-pyrazolo[4,3-c]quinolin-6-yl-4,4-d2)amino)-N-(methyl-d3)nicotinamide